bis-(1-naphthyl)-9,9'-spirobifluorene-2,7-diamine C1(=CC=CC2=CC=CC=C12)C=1C(=C(C=2C3(C4=CC(=CC=C4C2C1)N)C1=CC=CC=C1C=1C=CC=CC13)C1=CC=CC3=CC=CC=C13)N